[Sn].[Ga].[Li] lithium gallium tin